3-(4-fluorobenzyloxy)phenylamine FC1=CC=C(COC=2C=C(C=CC2)N)C=C1